[N+](=[N-])=C(C(=O)[O-])C(CC(=O)[O-])=O 2-diazo-3-oxoglutarate